C(#N)C=1C(=NC(=C(C1CC)C#N)N(C)C)SC(C(=O)N)([2H])C1=CC=CC=C1 2-((3,5-dicyano-6-(dimethylamino)-4-ethylpyridin-2-yl)sulfanyl)-2-phenylacetamide-2-d